O=C1OC2=CC(=CC=C2C(=C1)C1=C(C=CC=C1)C)C1C(C1)C(=O)O (rac)-2-(2-oxo-4-(o-tolyl)-2H-chromen-7-yl)cyclopropane-1-carboxylic acid